(2S,2'S)-{4,4',5,5'-tetrakis(benzyloxy)-[1,1'-biphenyl]-2,2'-diyl}bis(propane-2,1-diyl) diacetate C(C)(=O)OC[C@@H](C)C1=C(C=C(C(=C1)OCC1=CC=CC=C1)OCC1=CC=CC=C1)C1=C(C=C(C(=C1)OCC1=CC=CC=C1)OCC1=CC=CC=C1)[C@@H](COC(C)=O)C